ClC1=CC(=NC=C1)[C@@H]1[C@H](C1)C(=O)NC=1NC(C=C(C1)NCC=1N=C2N(C=C(C=C2)C2CC2)C1)=O (1S,2S)-2-(4-chloropyridin-2-yl)-N-(4-(((6-cyclopropylimidazo[1,2-a]pyridin-2-yl)methyl)amino)-6-oxo-1,6-dihydropyridin-2-yl)cyclopropane-1-carboxamide